FC1(CCC(CC1)N1N=C(C2=CC=CC=C12)CNC(OC(C)(C)C)=O)F tert-butyl ((1-(4,4-difluorocyclohexyl)-1H-indazol-3-yl)methyl)carbamate